6-amino-2-(3,5-dichloro-4-((5-(1-cyclopropylethyl)-6-oxo-1,6-dihydropyridin-3-yl)oxy)phenyl)-1,2,4-triazine-3,5(2H,4H)-dione NC=1C(NC(N(N1)C1=CC(=C(C(=C1)Cl)OC1=CNC(C(=C1)C(C)C1CC1)=O)Cl)=O)=O